3-(3-chloropropyl)-8-fluoro-1H-4,2,1-benzoxathiazine ClCCCC1SNC2=C(O1)C=CC=C2F